5-(5-benzhydryl-2,5-diazabicyclo[2.2.2]octane-2-carbonyl)-2-(2,6-dioxopiperidin-3-yl)isoindoline-1,3-dione C(C1=CC=CC=C1)(C1=CC=CC=C1)N1C2CN(C(C1)CC2)C(=O)C=2C=C1C(N(C(C1=CC2)=O)C2C(NC(CC2)=O)=O)=O